BrC1=CC=CC(=N1)N1C=NN(CC1)C=O 4-(6-bromopyridin-2-yl)-5,6-dihydro-1,2,4-triazine-1(4H)-formaldehyde